C1N(CCC2=CC=CC=C12)CC(CC1NC(C2=CC=C(C=C2C1)C(=O)C1N(CCNC1)C(=O)[O-])=O)O 2-(3-(3-(3,4-dihydroisoquinolin-2(1H)-yl)-2-hydroxypropyl)-1-oxo-1,2,3,4-Tetrahydroisoquinoline-6-carbonyl)piperazine-1-carboxylate